tris[2-tert-butyl-4-(5-tert-butyl-4-hydroxy-2-methyl phenyl) sulfanyl-5-methyl phenyl] phosphite P(OC1=C(C=C(C(=C1)C)SC1=C(C=C(C(=C1)C(C)(C)C)O)C)C(C)(C)C)(OC1=C(C=C(C(=C1)C)SC1=C(C=C(C(=C1)C(C)(C)C)O)C)C(C)(C)C)OC1=C(C=C(C(=C1)C)SC1=C(C=C(C(=C1)C(C)(C)C)O)C)C(C)(C)C